ClC1=CC=C(C=C1)C1=C(C=CC=C1)N 4-chloro-2'-aminobiphenyl